BrC1=CC=C(C=C1)[C@H](C)OC1=NC(=NC(=C1C)Cl)C 4-[(1S)-1-(4-bromophenyl)ethoxy]-6-chloro-2,5-dimethyl-pyrimidine